CC1=CC=CC(=N1)C1=C(N=C(N1)CC=1C=C(C(=O)N)C=CC1)C=1C=C2N=CC=NC2=CC1 3-[[5-(6-methyl-2-pyridyl)-4-(6-quinoxalinyl)-1H-imidazol-2-yl]methyl]benzamide